C(C)(CC)N(C(C)CC)[SiH3] di-sec-butylaminosilane